FC1=C(/C=C/C2=CC=C(N(C)C)C=C2)C=CC=C1F (E)-4-(2,3-difluorostyryl)-N,N-dimethylaniline